4-((18-Amino-2-oxo-6,9,12,15-tetraoxa-3-azaoctadecyl)amino)-2-methyl-N-(5-methylthiazol-2-yl)benzamide NCCCOCCOCCOCCOCCNC(CNC1=CC(=C(C(=O)NC=2SC(=CN2)C)C=C1)C)=O